C1(=CC(=CC=C1)C1=C(C(=NC(=C1C#N)N(C(C)C)C(C)C)N)C#N)C1=CC=CC=C1 4-([1,1'-biphenyl]-3-yl)-2-amino-6-(diisopropylamino)pyridine-3,5-dinitrile